tert-butyl 5-(4-((2-methoxy-4-(2-methoxyethoxy)phenyl)amino) quinolin-7-yl)-2,5-diazabicyclo[2.2.1]heptane-2-carboxylate COC1=C(C=CC(=C1)OCCOC)NC1=CC=NC2=CC(=CC=C12)N1C2CN(C(C1)C2)C(=O)OC(C)(C)C